((2-(furan-2-ylmethyl)-6-phenyl-8-(phenylthio)imidazo[1,2-a]pyrazin-3-yl)oxy)furan-2-carboxylic acid methyl ester COC(=O)C=1OC=CC1OC1=C(N=C2N1C=C(N=C2SC2=CC=CC=C2)C2=CC=CC=C2)CC=2OC=CC2